5-formyl-2-((1-(methylsulfonyl)piperidin-4-yl)methoxy)benzonitrile C(=O)C=1C=CC(=C(C#N)C1)OCC1CCN(CC1)S(=O)(=O)C